C(C)(=O)C1=C(C=NC(=C1F)NC1=NNC(=C1)C)C 4-acetyl-3-methyl-5-fluoro-6-((5-methyl-1H-pyrazol-3-yl)amino)pyridin